C(C1=CC=CC=C1)NC1(C2=NC=NC2=NC=N1)N L-6-benzylaminoadenine